NCC1CCN(CC1)C1=NC=CC(=N1)NC1=NNC(=C1)C1CC1 2-(4-(aminomethyl)piperidin-1-yl)-N-(5-cyclopropyl-1H-pyrazol-3-yl)pyrimidin-4-amine